FC1=CC=C(C=C1)C1=CN=C(S1)C(C)=NO 1-[5-(4-fluorophenyl)thiazol-2-yl]ethanone oxime